4-(2-{[(2R,7aS)-2-fluoro-hexahydro-1H-pyrrolizin-7a-yl]methoxy}-4-{3,8-diazabicyclo[3.2.1]octan-3-yl}-8-fluoroquinazolin-7-yl)-5-fluoronaphthalen-2-ol F[C@@H]1C[C@@]2(CCCN2C1)COC1=NC2=C(C(=CC=C2C(=N1)N1CC2CCC(C1)N2)C2=CC(=CC1=CC=CC(=C21)F)O)F